Ethyl (S)-3-((tert-butoxycarbonyl)amino)-3-(5-cyclopropyl-3',4,4'-trifluoro-6'-methyl-2'-(pent-4-en-1-yloxy)-[1,1'-biphenyl]-3-yl)propanoate C(C)(C)(C)OC(=O)N[C@@H](CC(=O)OCC)C=1C=C(C=C(C1F)C1CC1)C1=C(C(=C(C=C1C)F)F)OCCCC=C